3-morpholinopropanoyl 2-(2-azidoacetylamino)-2-deoxy-3,4-di-O-acetyl-6-O-(((S)-1-isopropoxy-carbonylethylamino) (phenoxy) phosphoryl)-D-mannopyranoside N(=[N+]=[N-])CC(=O)N[C@@H]1C(OC(CCN2CCOCC2)=O)O[C@@H]([C@H]([C@@H]1OC(C)=O)OC(C)=O)COP(=O)(OC1=CC=CC=C1)N[C@@H](C)C(=O)OC(C)C